((7R,8R)-2-chloro-5-fluoro-8-methyl-7,8-dihydrobenzofuro[5,4-d]thiazol-7-yl)methanol ClC=1SC2=C(N1)C=C(C1=C2[C@H]([C@@H](O1)CO)C)F